BrCC=1C(OC2=C(C1)C=C1C(=C2)C=C(C=C1)N(C(C)=O)C)=O N-[3-(bromomethyl)-2-oxobenzo[g]benzopyran-8-yl]-N-methylacetamide